ClC1=C(C[SiH](CC2=C(C=CC=C2)Cl)CC2=C(C=CC=C2)Cl)C=CC=C1 tris(2-chlorobenzyl)silane